OC[C@H]1CN(CCN1)C(=O)[O-] |r| (±)-3-(hydroxymethyl)piperazine-1-carboxylate